COC(=O)C1=C(NC(=C(C1C=1C2=C(SC1)C=CC(=C2)Cl)C(C)=O)C)C 5-acetyl-4-(5-chlorobenzo[b]thiophen-3-yl)-2,6-dimethyl-1,4-dihydropyridine-3-carboxylic acid methyl ester